C(C)(C)(C)C=1C=C(C(=CC1N1C2=CC=CC=C2C=2C=CC=CC12)C(C)(C)C)OB(O)O 3,6-di-tert-butyl-(4-(carbazole-9-yl)phenyl)boric acid